bis(2-diethylphosphinoethyl)amine C(C)P(CCNCCP(CC)CC)CC